2-(2,6-dichlorophenyl)-N-(3-ethoxy-4-(4-methylpiperazin-1-yl)phenyl)pyrazolo[1,5-a][1,3,5]triazin-4-amine ClC1=C(C(=CC=C1)Cl)C1=NC=2N(C(=N1)NC1=CC(=C(C=C1)N1CCN(CC1)C)OCC)N=CC2